BrC=1C(=C(C(=O)N(NC(=O)OC)CC)C=C(C1)Br)NC(=O)C1=CC(=NN1C1=NC=CC=C1Cl)Br methyl 2-[3,5-dibromo-2-({[3-bromo-1-(3-chloropyridin-2-yl)-1H-pyrazol-5-yl] carbonyl} amino) benzoyl]-2-ethylhydrazinecarboxylate